C(C(C)C)NC(=O)NC1=CC=C(C=C1)C1=CC2=C(N(C(=N2)C(F)(F)F)C2=CC=CC=C2)C=C1 1-isobutyl-3-(4-(1-phenyl-2-(trifluoromethyl)-1H-benzoimidazol-5-yl)phenyl)urea